methylpyrrolidine-1,2-dicarboxylate COC(=O)N1C(CCC1)C(=O)[O-]